chlorodiiodo(vinyl)silane Cl[Si](C=C)(I)I